BrC=1C=NC(=NC1)C=1C(=NC=CN1)C(C)N 1-[3-(5-bromopyrimidin-2-yl)pyrazin-2-yl]ethylamine